ClC1=CC2=C(C=N1)C(=NN2C2OCCCC2)N2C1CN(CC2CC1)C(=O)OC(C)(C)C tert-butyl 8-(6-chloro-1-(tetrahydro-2H-pyran-2-yl)-1H-pyrazolo[4,3-c]pyridin-3-yl)-3,8-diazabicyclo[3.2.1]octane-3-carboxylate